ClC=1C=C(C=CC1)C1=CC(=CC=C1)C1=CC=2C3(C4=CC=CC=C4C2C=C1)C1=CC=CC=C1C=1C=CC=CC13 2-(3'-chloro-[1,1'-biphenyl]-3-yl)-9,9'-spirobi[fluorene]